CO[C@@H]1[C@H](CNC1)NC1=NC(=CC=C1)C1=CN=C2N1C=C(C=C2)C2(CC2)C N-((3S,4S)-4-meth-oxypyrrolidin-3-yl)-6-(6-(1-methylcyclopropyl)imidazo[1,2-a]pyridin-3-yl)pyridin-2-amine